tert-butyl (2R,6S)-4-[5-chloro-7-(trifluoromethanesulfonyloxy)-1,8-naphthyridin-3-yl]-2,6-dimethylpiperazine-1-carboxylate ClC1=C2C=C(C=NC2=NC(=C1)OS(=O)(=O)C(F)(F)F)N1C[C@H](N([C@H](C1)C)C(=O)OC(C)(C)C)C